NC1=NC=2C=C(C(=CC2C2=C1C=NN2C)C(=O)N(N2CCOCC2)CC2=C(C=C(C=C2)C(F)(F)F)F)F 4-amino-7-fluoro-N-(2-fluoro-4-(trifluoromethyl)benzyl)-1-methyl-N-morpholino-1H-pyrazolo[4,3-c]quinoline-8-carboxamide